ClC=1C(=NC=CN1)C(C)N(C(C1=CC(=CC(=C1)C(F)(F)F)C(F)(F)F)=O)CC1CC1 N-[1-(3-chloropyrazin-2-yl)ethyl]-N-(cyclopropylmethyl)-3,5-bis(trifluoro-methyl)benzamide